propanethioate C(CC)([O-])=S